2-(4-(5-chloro-1-(1-cyclopropyl-1H-pyrazol-4-yl)-1H-indazol-6-yl)piperazin-1-yl)cyclobutan-1-ol ClC=1C=C2C=NN(C2=CC1N1CCN(CC1)C1C(CC1)O)C=1C=NN(C1)C1CC1